4-(6-(2-(2-(2-(2-aminoethoxy)ethoxy)ethoxy)ethoxy)benzo[d]thiazol-2-yl)-N,N-dimethylaniline NCCOCCOCCOCCOC1=CC2=C(N=C(S2)C2=CC=C(N(C)C)C=C2)C=C1